5-chloro-1-methyl-3-(1-phenylvinyl)pyrazolo[3,4-c]pyridazine ClC=1C=C2C(=NN1)N(N=C2C(=C)C2=CC=CC=C2)C